zinc acrylate salt C(C=C)(=O)[O-].[Zn+2].C(C=C)(=O)[O-]